ClC1=C(C=CC(=C1)F)C1=CC(OC2=CC(=CC=C12)O[C@@H](C(=O)N1C[C@H](CCC1)CC(=O)OCOC(=O)OC(C)C)C)=O isopropoxycarbonyloxymethyl 2-[(3R)-1-[(2R)-2-[4-(2-chloro-4-fluoro-phenyl)-2-oxo-chromen-7-yl]oxypropanoyl]-3-piperidyl]acetate